CC1=CC=C(C=C1)S(=O)(=O)OCCCOCCOCC1=CC=C(C=C1)OC 3-(2-((4-Methoxybenzyl)oxy)ethoxy)propyl 4-methylbenzenesulfonate